C[C@@H](C[C@H](C)O)O (2S,4S)-pentane-2,4-diol